FC(C(=O)O)(F)F.NC1CC(C1)NC=1C=C(C(N(N1)C)=O)C(F)(F)F 6-(((1S,3S)-3-aminocyclobutyl)amino)-2-methyl-4-(trifluoromethyl)pyridazin-3(2H)-one trifluoroacetate salt